N-(4-(4-amino-1-isopropyl-7-((1r,4r)-4-((2-methoxyethyl)amino)cyclohexyl)-1H-pyrazolo[4,3-c]pyridin-3-yl)-2,5-difluorophenyl)-2-chloro-5-methoxybenzenesulfonamide NC1=NC=C(C2=C1C(=NN2C(C)C)C2=CC(=C(C=C2F)NS(=O)(=O)C2=C(C=CC(=C2)OC)Cl)F)C2CCC(CC2)NCCOC